tert-Butyl 4-(7-(4-chloropyridin-2-yl)-5-(pyrrolidin-1-yl)-7H-pyrrolo[2,3-d]pyrimidin-4-yl)-3,3-dimethylpiperazine-1-carboxylate ClC1=CC(=NC=C1)N1C=C(C2=C1N=CN=C2N2C(CN(CC2)C(=O)OC(C)(C)C)(C)C)N2CCCC2